N-((2S,3S,4R)-3,4-dihydroxy-1-(((2S,3R,4S,5R,6R)-3,4,5-trihydroxy-6-(hydroxymethyl)tetrahydro-2H-pyran-2-yl)oxy)octadecan-2-yl)-17-(oxetan-3-yl)heptadecanamide O[C@@H]([C@H](CO[C@H]1O[C@@H]([C@@H]([C@@H]([C@H]1O)O)O)CO)NC(CCCCCCCCCCCCCCCCC1COC1)=O)[C@@H](CCCCCCCCCCCCCC)O